methacryloyl-ethyl-trimethylammonium methacrylate 2-hydroxyethyl-methacrylate OCCOC(C(=C)C)=O.C(C(=C)C)(=O)[O-].C(C(=C)C)(=O)C[N+](C)(C)CC